C(C)(=O)O[C@@H]1COCC[C@H]1NC1=NN2C(C=N1)=C(N=C2CC(C)C)Br (3S,4R)-4-{[5-bromo-7-(2-methylpropyl)imidazo[4,3-f][1,2,4]triazin-2-yl]amino}oxan-3-yl acetate